BrC1=CC=CC(=N1)NS(=O)(=O)C1=CNC2=NC=CC=C21 N-(6-bromo-2-pyridyl)1H-pyrrolo[2,3-b]pyridine-3-sulfonamide